BrC=1C=C2C(=NC1)NN=C2C(=O)O 5-Bromo-1H-pyrazolo[3,4-b]pyridine-3-carboxylic acid